C(C)(C)(C)C1=NCC=C(C1)C1=C2C=C(NC2=CC=C1)C(NC)=O tert-butyl-4-(2-(methylcarbamoyl)-1H-indol-4-yl)-3,6-dihydropyridine